methyl 2-(4-chlorobenzo[d]isoxazol-3-yl)acetate ClC1=CC=CC2=C1C(=NO2)CC(=O)OC